C1(CCCCC1)C[C@@H](C(N[C@H](C=C=O)C[C@H]1C(NCC1)=C=O)=C=O)NC[C@@H](C(=O)C1CC1)NC(=O)C1=CC2=C(OCO2)C=C1 N-{(S)-2-{{(S)-3-cyclohexyl-1-carbonyl-1-{{(S)-1-carbonyl-3-[(S)-2-carbonylpyrrolidin-3-yl]propan-2-yl}amino}-propan-2-yl}amino}-1-cyclopropylcarbonylethyl}-benzodioxol-5-carboxamide